NC1=C(C(=O)O)C=C(C=C1Br)Br 2-amino-3,5-dibromobenzoic acid